(5R,8R)-4-chloro-5-methyl-5,6,7,8-tetrahydroquinolin-8-ol ClC1=CC=NC=2[C@@H](CC[C@H](C12)C)O